C1(=CC=CC=C1)N1C2=CC=CC=C2C=2C=C(C=CC12)C=1C=CC=2N(C3=CC=CC=C3C2C1)C=1C=C(C=CC1)C1=NC2=C3C(=C4C(=C2N=C1)C=CC=C4)C=CC=C3 2-{3-[3-(N-phenyl-9H-carbazol-3-yl)-9H-carbazol-9-yl]phenyl}dibenzo[f,h]Quinoxaline